FC=1C=C(O/C(/C(=O)OC)=C\C(=O)OC)C=CC1OC Dimethyl 2-(3-fluoro-4-methoxyphenoxy)fumarate